N-stearoyl-sphinganine C(CCCCCCCCCCCCCCCCC)(=O)N[C@@H](CO)[C@H](O)CCCCCCCCCCCCCCC